C(=O)(OC(C)(C)C)N1C(N=C(C(=C1)C(F)(F)F)NC1CCC(CC1)N)N 1-Boc-N4-(1r,4r)-4-aminocyclohexyl-5-trifluoromethylpyrimidine-2,4-diamine